BrC1=CC2=[N+](C=C3C(=C2S1)N(C(=N3)CCCC)C(=O)OC(C)(C)C)[O-] 7-bromo-1-(tert-butoxycarbonyl)-2-butyl-1H-imidazo[4,5-d]thieno[3,2-b]pyridine 5-oxide